OC(=C)CCCCC 2-hydroxy-hepten